8-(6-((2-(dimethylamino)ethoxy)methyl)pyridin-3-yl)-1-(cis-3-methoxycyclobutyl)-3-methyl-1H-imidazo[4,5-c]cinnolin-2(3H)-one CN(CCOCC1=CC=C(C=N1)C1=CC=2C3=C(N=NC2C=C1)N(C(N3[C@@H]3C[C@@H](C3)OC)=O)C)C